FC1=C(C(=CC=C1)C(F)(F)F)NC1=NC(=NC=C1C(=O)N)NC1=C(C=C2CCN(CC2=C1)CC(C)(C)O)OC 4-{[2-fluoro-6-(trifluoromethyl)phenyl]amino}-2-{[2-(2-hydroxy-2-methylpropyl)-6-methoxy-1,2,3,4-tetrahydroisoquinolin-7-yl]amino}pyrimidine-5-carboxamide